(6-fluoro-1-((2-(trimethylsilyl)ethoxy)methyl)-1H-indazol-7-yl)methylamine FC1=CC=C2C=NN(C2=C1CN)COCC[Si](C)(C)C